FC1=C(C(=CC(=C1)OCCCC)F)N=NC1=CC=CC=C1 2',6'-difluoro-4'-butoxyazobenzene